3-methyl-4-((1r,3r)-3-((piperidin-4-oxy)methyl)cyclobutoxy)-1H-indazole CC1=NNC2=CC=CC(=C12)OC1CC(C1)COC1CCNCC1